[5-(1-Benzothiophen-2-yl)-1-[(2-chlorophenyl)-methyl]-1H-pyrazol-3-yl]methanol S1C(=CC2=C1C=CC=C2)C2=CC(=NN2CC2=C(C=CC=C2)Cl)CO